3-methyl-1,3-hexadiene CC(C=C)=CCC